FC=1C=CC=2C3CC[C@@]4(C(C[C@H](C4C3CCC2C1)CCC(=O)NC=1SC=NN1)=O)C 3-((13S,15R)-3-fluoro-13-methyl-17-oxo-7,8,9,11,12,13,14,15,16,17-decahydro-6H-cyclopenta[a]phenanthren-15-yl)-N-(1,3,4-thiadiazol-2-yl)propanamide